FC(OC1=CC(=C(C=C1)N1CN(C(C2=CC(=CC=C12)C(F)(F)F)=O)C=1C(=NC(=CC1)OC)C)C)F 1-(4-(difluoromethoxy)-2-methylphenyl)-3-(6-methoxy-2-methylpyridin-3-yl)-6-(trifluoromethyl)-2,3-dihydroquinazolin-4(1H)-one